ClC=1C=C(C=C(C1)Cl)C12OCC(CO1)(CO2)C (3,5-dichlorophenyl)-4-methyl-2,6,7-trioxabicyclo[2.2.2]octane